2-[4-(Pentafluoro-lambda6-sulfanyl)anilino]pyridine-3-carbonitrile FS(C1=CC=C(NC2=NC=CC=C2C#N)C=C1)(F)(F)(F)F